5-(dimethylamino)-2-[2-methoxy-6-methyl-4-(trifluoromethyl)phenyl]-1-methyl-imidazo[4,5-b]pyridine-6-carboxylic acid CN(C1=C(C=C2C(=N1)N=C(N2C)C2=C(C=C(C=C2C)C(F)(F)F)OC)C(=O)O)C